C(C)[Si](C1(SCCCS1)C1=C(C=CC=C1)C)(CC)CC triethyl-(2-(o-tolyl)-1,3-dithian-2-yl)silane